NC=1C=C(C=CC1C)C1=C(C=C(C=C1)N1C(OCC=N1)=O)F (3'-amino-2-fluoro-4'-methylbiphenyl-4-yl)-3,6-dihydro-2H-1,3,4-oxadiazin-2-one